4-(1,1-difluoropropyl)-2-fluoropyridine FC(CC)(F)C1=CC(=NC=C1)F